N-(4-((2-chloro-6-fluorophenyl)carbamoyl)-2-fluoro-5-(((S)-1,1,1-trifluoropropan-2-yl)oxy)phenyl)-3-(hydroxymethyl)pyrrolidine-1-carboxamide ClC1=C(C(=CC=C1)F)NC(=O)C1=CC(=C(C=C1O[C@H](C(F)(F)F)C)NC(=O)N1CC(CC1)CO)F